4,4'-[ethane-1,2-diylbis(oxy)]bis(3-methylaniline) C(COC1=C(C=C(N)C=C1)C)OC1=C(C=C(N)C=C1)C